C1(CCCC1)CCNC(C1=CC(=CC=C1)NC1=CC(=C(C=C1)OCC1=NC=CC=C1)OC)=O N-(2-cyclopentylethyl)-3-((3-methoxy-4-(pyridin-2-ylmethoxy)phenyl)amino)benzamide